3-((tert-butyldimethylsilyl)oxy)-3-(2-fluorophenyl)propanal [Si](C)(C)(C(C)(C)C)OC(CC=O)C1=C(C=CC=C1)F